5-{[4-(Chlorodifluoromethoxy)phenyl]carbamoyl}-2-oxo-2H-[1,3'-bipyridin]-1'-ium-1'-olate ClC(OC1=CC=C(C=C1)NC(=O)C=1C=CC(N(C1)C=1C=[N+](C=CC1)[O-])=O)(F)F